N-((4-((5-((3S,4S)-4-amino-3-methyl-2-oxa-8-azaspiro[4.5]decan-8-yl)pyrazin-2-yl)thio)-3-chloropyridin-2-yl)carbamoyl)-1-methyl-1H-pyrazole-4-sulfonamide N[C@@H]1[C@@H](OCC12CCN(CC2)C=2N=CC(=NC2)SC2=C(C(=NC=C2)NC(=O)NS(=O)(=O)C=2C=NN(C2)C)Cl)C